C(C)(=O)N1NC(C=C1)=O 1-acetyl-2,3-dihydro-1H-pyrazol-3-one